10-ethylidene-3-oxatricyclo[6.2.1.0~2,7~]undecane C(C)=C1CC2C3CCCOC3C1C2